(R/S)-6-(3-(2-bromo-5-(1,5-dimethyl-1H-pyrazol-4-yl)phenyl)piperazin-1-yl)pyrimidine-2,4-diamine BrC1=C(C=C(C=C1)C=1C=NN(C1C)C)[C@@H]1CN(CCN1)C1=CC(=NC(=N1)N)N |r|